C(C(C)S(=O)(=O)[O-])S(=O)(=O)OC methyl propylenedisulfonate